(R)-1-(7-(8-ethynyl-7-fluoronaphthalen-1-yl)-8-fluoro-4-(methyl(pyrrolidin-2-ylmethyl)amino)pyrido[4,3-d]pyrimidin-2-yl)-4-methylpiperidin-4-ol C(#C)C=1C(=CC=C2C=CC=C(C12)C1=C(C=2N=C(N=C(C2C=N1)N(C[C@@H]1NCCC1)C)N1CCC(CC1)(O)C)F)F